ClC1=C(C(=CC=C1)Cl)N1C=2N(C3=C(C1=O)C=NC(=N3)NC3=CC=C(C(=O)NC1CCN(CC1)C)C=C3)C=CN2 4-{[6-(2,6-dichlorophenyl)-5-oxo-5,6-dihydroimidazo[1,2-a]pyrimido[5,4-e]pyrimidin-2-yl]amino}-N-(1-methylpiperidin-4-yl)benzamide